2-((2-((4-(((Tert-butyldimethylsilyl)oxy)methyl)phenyl)amino)-5-(trifluoro-methyl)pyrimidin-4-yl)amino)-N-methylbenzamide [Si](C)(C)(C(C)(C)C)OCC1=CC=C(C=C1)NC1=NC=C(C(=N1)NC1=C(C(=O)NC)C=CC=C1)C(F)(F)F